CC1(CC2=CC=C(C=C2C1)NC1=CC=CC=C1)C 2,2-dimethyl-N-phenyl-2,3-dihydro-1H-inden-5-amine